Barium chlorit Cl(=O)[O-].[Ba+2].Cl(=O)[O-]